C(=O)(O)CNC(NCCC[C@H](N)C(=O)O)=N Nω-(carboxymethyl)arginine